[Ir].ClC1=C(CCC=CCC1)Cl dichloro-1,5-cyclooctadiene iridium